FC([C@H]1N(C[C@H](C1)O)C(=O)OC(C)(C)C)F tert-butyl (2S,4S)-2-(difluoromethyl)-4-hydroxy-pyrrolidine-1-carboxylate